ClC1=CC(=C(C=C1)C1=CC=C(C=C1)N1CCN(CC1)C[C@H]1[C@H](C1)C(F)(F)F)N1CC(CCC1)N1N=CC(=C1C(F)F)C(=O)[O-] 1-{1-[4-chloro-4'-(4-{[cis-2-(trifluoromethyl) cyclopropyl] methyl} piperazin-1-yl) [biphenyl]-2-yl] piperidin-3-yl}-5-(difluoromethyl)-1H-pyrazole-4-carboxylate